C(C)(=S)C1CCCCC1 3-thioacetylcyclohexane